benzyl-arsinic acid C(C1=CC=CC=C1)[AsH](O)=O